C1(CC1)C=1C(=C2C(C(N(C2=C(C1)F)CC(=O)N[C@H]([C@H](CC(=O)O)C(F)(F)F)C)=O)(C)C)F (3S,4S)-4-(2-(5-cyclopropyl-4,7-difluoro-3,3-dimethyl-2-oxoindolin-1-yl)acetamido)-3-(trifluoromethyl)pentanoic acid